CC1=CC=C(C=C1)S(=O)(=O)OCC(CCCC)CC.[S] sulfur (2-ethylhexyl) p-toluenesulfonate